Ethyl 2-bromo-6-propan-2-yl-6,7-dihydro-5H-pyrazolo[5,1-b][1,3]oxazine-3-carboxylate BrC1=NN2C(OCC(C2)C(C)C)=C1C(=O)OCC